FC1=C(C=C(C(=C1)C)SCC(F)(F)F)N1C=NC=2C(C1=O)=CN(N2)C=2C=NC=CC2 5-(2-fluoro-4-methyl-5-((2,2,2-trifluoroethyl)thio)phenyl)-2-(pyridin-3-yl)-2,5-dihydro-4H-pyrazolo[3,4-d]pyrimidin-4-one